FC=1C=C(C=CC1C1=NOC(=N1)C(F)(F)F)C(COCC=1C=NN(C1)C)=O 1-(3-fluoro-4-(5-(trifluoromethyl)-1,2,4-oxadiazol-3-yl)phenyl)-2-((1-methyl-1H-pyrazol-4-yl)methoxy)ethan-1-one